1-(4-(Benzo[d]thiazol-7-yl)benzyl)-1-(cyanomethyl)-3-(2-ethynylthiazol-4-yl)urea S1C=NC2=C1C(=CC=C2)C2=CC=C(CN(C(=O)NC=1N=C(SC1)C#C)CC#N)C=C2